1-(7-Bromo-8-methyl-imidazo[1,2-a]pyridin-3-yl)hexahydropyrimidine-2,4-dione BrC1=C(C=2N(C=C1)C(=CN2)N2C(NC(CC2)=O)=O)C